FC=1C(=CC2=CN(N=C2C1C)C)NC(=O)N1CCC=2C1=NC=CC2N2C[C@H](N(CC2)C(=O)OC(C)(C)C)C tert-butyl (R)-4-(1-((6-fluoro-2,7-dimethyl-2H-indazol-5-yl)carbamoyl)-2,3-dihydro-1H-pyrrolo[2,3-b]pyridin-4-yl)-2-methylpiperazine-1-carboxylate